2-(3-chloro-4-fluorophenyl)-3-hydroxypropionic acid ClC=1C=C(C=CC1F)C(C(=O)O)CO